(E)-1-(4-(1-((tert-butyldimethylsilyl)oxy)prop-1-en-1-yl)-2-cyclopropylphenyl)-4-methylpiperazine [Si](C)(C)(C(C)(C)C)O\C(=C\C)\C1=CC(=C(C=C1)N1CCN(CC1)C)C1CC1